N-(3-{6-azaspiro[2.5]octane-6-yl}-4-{1-[2-(4,4-difluoropiperidin-1-yl)-6-Methylpyridin-4-yl]-1H-imidazol-4-yl}phenyl)-2-hydroxyethane-1-sulfonamide C1CC12CCN(CC2)C=2C=C(C=CC2C=2N=CN(C2)C2=CC(=NC(=C2)C)N2CCC(CC2)(F)F)NS(=O)(=O)CCO